5-(1-benzyl-1H-pyrazol-4-yl)-1-methyl-4-(1-methyl-1H-pyrazol-3-yl)pyridin-2(1H)-one C(C1=CC=CC=C1)N1N=CC(=C1)C=1C(=CC(N(C1)C)=O)C1=NN(C=C1)C